NC=1C2=C(N=CN1)SC(=N2)C2=C(C=NO)C=CC(=C2)C (7-aminothiazolo[5,4-d]pyrimidin-2-yl)-4-methylbenzaldehyde oxime